CN(C(CCCCCCC[C@@H]1[C@@H](C1)CCCCCCCC)CCCCCCCCC)C N,N-dimethyl-1-[(1s,2r)-2-octylcyclopropyl]heptadecan-8-amine